1,1,5,5-pentanetetracarboxylic acid C(CCCC(C(=O)O)C(=O)O)(C(=O)O)C(=O)O